C1(CC1)C=1SC(=CN1)C=1C=C(C=CC1)N(C(=O)[C@@H]1CC[C@H](CC1)NC(=O)C1CN(C1)C)C[C@@H]1CC[C@H](CC1)C1=C(C=C(C=C1)OC)C N-(trans-4-((3-(2-Cyclopropylthiazol-5-yl)phenyl)((trans-4-(4-methoxy-methylphenyl)cyclohexyl)methyl)carbamoyl)cyclohexyl)-1-methylazetidine-3-carboxamide